methyl 3-(2-((1-(2-(1-methyl-1H-pyrazol-4-yl)quinolin-4-yl)cyclopropyl)carbamoyl)phenyl)propanoate CN1N=CC(=C1)C1=NC2=CC=CC=C2C(=C1)C1(CC1)NC(=O)C1=C(C=CC=C1)CCC(=O)OC